FC1=C(C(=O)N[C@H](C)\C=C\S(=O)(=O)C)C=CC(=C1)N1C(CCCC1)C1=C(C=CC=C1)F 2-Fluoro-4-(2-(2-fluorophenyl)piperidin-1-yl)-N-((R,E)-4-(methylsulfonyl)but-3-en-2-yl)benzamide